1-(3,4-dichlorophenyl)-3-methylurea ClC=1C=C(C=CC1Cl)NC(=O)NC